(5S)-5-(Pyrrolidin-1-ylcarbonyl)-2-{[6-(trifluoromethyl)pyridin-3-yl]methyl}-2,5,6,7-tetrahydro-3H-pyrrolo[2,1-c][1,2,4]triazol-3-one N1(CCCC1)C(=O)[C@@H]1CCC2=NN(C(N21)=O)CC=2C=NC(=CC2)C(F)(F)F